1-(2-(1H-indol-3-yl)propyl)-6,7-dimethoxy-3,4-dihydroisoquinoline-2(1H)-formaldehyde N1C=C(C2=CC=CC=C12)C(CC1N(CCC2=CC(=C(C=C12)OC)OC)C=O)C